2-bromo-5-phenyl-1,3-oxazole BrC=1OC(=CN1)C1=CC=CC=C1